NC1=C(SC2=C1C(=C1C(=N2)CC(OC1)(C)C)C(=O)OCC)C(N)=O Ethyl 3-amino-2-carbamoyl-7,7-dimethyl-7,8-dihydro-5H-pyrano[4,3-b]thieno[3,2-e]pyridine-4-carboxylate